NC1=NC(=CC(=N1)C=1N=NN(C1)CC1=NNC2=CC(=CC=C12)C#N)C1=C(C(=CC=C1)C#N)C 3-((4-(2-amino-6-(3-cyano-2-methylphenyl)pyrimidin-4-yl)-1H-1,2,3-triazol-1-yl)methyl)-1H-indazole-6-carbonitrile